(±)-9-[1-(4-chlorophenyl-amino)ethyl]-7-methyl-2-morpholin-4-yl-pyrido[1,2-a]pyrimidin-4-one ClC1=CC=C(C=C1)N[C@H](C)C1=CC(=CN2C1=NC(=CC2=O)N2CCOCC2)C |r|